tert-butyl (5S)-5-[[(R)-tert-butylsulfinyl]amino]-2-methoxy-spiro[5,7-dihydrocyclopenta[b]pyridine-6,4'-piperidine]-1'-carboxylate C(C)(C)(C)[S@@](=O)N[C@@H]1C=2C(=NC(=CC2)OC)CC12CCN(CC2)C(=O)OC(C)(C)C